(S)-(6-methoxy-4-quinolyl)-[(2R,4S,5R)-5-vinylquinuclidin-2-yl]methanol COC=1C=C2C(=CC=NC2=CC1)[C@H](O)[C@@H]1N2C[C@@H]([C@H](C1)CC2)C=C